3,3-dimethyl-2-isopropyl-4-pentenal CC(C(C=O)C(C)C)(C=C)C